(3S,5S,9aR)-5-((S)-2-methylamino-propionamido)-3-diphenylcarbamyl-4-oxo-3a,7-diaza-decahydrocyclopentacyclooctene CN[C@H](C(=O)N[C@@H]1C(N2[C@@H](CCNC1)CC[C@H]2C(N(C2=CC=CC=C2)C2=CC=CC=C2)=O)=O)C